2,4-dichloro-5-nitroaniline ClC1=C(N)C=C(C(=C1)Cl)[N+](=O)[O-]